3-{4-[2-({4-[7-(5-chloro-2-fluorophenyl)-1H,2H,3H-pyrido[3,4-b][1,4]oxazin-1-yl]pyridin-2-yl}carbamoyl)ethyl]piperazin-1-yl}-N-methylpropanamide ClC=1C=CC(=C(C1)C1=CC2=C(OCCN2C2=CC(=NC=C2)NC(=O)CCN2CCN(CC2)CCC(=O)NC)C=N1)F